CN1N=CC(=C1)C1=CC=C(C=C1)NC=1N=CC2=C(N1)N(C=C2)CC2CCOCC2 N-(4-(1-Methyl-1H-pyrazol-4-yl)phenyl)-7-((tetrahydro-2H-pyran-4-yl)methyl)-7H-pyrrolo[2,3-d]pyrimidin-2-amine